5-(4-bromophenyl)-1,3,4-thiadiazol BrC1=CC=C(C=C1)C1=NN=CS1